BrC=1C=CC2=C(N=C(O2)C2CCC(CC2)C(=O)O)C1 4-(5-bromobenzo[d]oxazol-2-yl)cyclohexanecarboxylic acid